CC(C(=O)O)(COC(C1=CC=CC=C1)(C1=CC=CC=C1)C1=CC=CC=C1)C 2,2-dimethyl-3-(trityloxy)propanoic acid